6-bromo-8-ethoxy-2-(2,2,2-trifluoroethyl)-3,4-dihydroisoquinolin-1-one BrC=1C=C2CCN(C(C2=C(C1)OCC)=O)CC(F)(F)F